C(C)(=O)N1[C@@H](CC2=CC=CC=C12)C(=O)N[C@@H](CCCC(=O)O)C(=O)NCC(=O)N1[C@@H](C2=CC=C(C=C2CC1)C)C(N[C@@H](CC(=O)O)C=O)=O (S)-5-((S)-1-acetylindoline-2-carboxamido)-6-((2-((S)-1-(((S)-1-carboxy-3-oxopropan-2-yl)carbamoyl)-6-methyl-3,4-dihydroisoquinolin-2(1H)-yl)-2-oxoethyl)amino)-6-oxohexanoic acid